5-(4,4,5,5-tetramethyl-1,3,2-dioxaborolan-2-yl)-2-(1,2,2-trimethyl-4-piperidyl)-1,3-benzothiazole CC1(OB(OC1(C)C)C=1C=CC2=C(N=C(S2)C2CC(N(CC2)C)(C)C)C1)C